tris(3,3'-di-tert-butyl-2,2'-biphenol) phosphite P(O)(O)O.C(C)(C)(C)C1=C(C(=CC=C1)O)C=1C(=CC=CC1C(C)(C)C)O.C(C)(C)(C)C1=C(C(=CC=C1)O)C=1C(=CC=CC1C(C)(C)C)O.C(C)(C)(C)C1=C(C(=CC=C1)O)C=1C(=CC=CC1C(C)(C)C)O